FC(SOS(=O)(=O)C1=CC=CC=C1)F benzenesulfonic acid difluoromethylthio ester